1-trimethoxysilyl-6-(4-methylpiperazin-1-yl)(triethoxysilylpropylamino)methylsilylhexane CO[Si](C(CCCCCN1CCN(CC1)C)[SiH2]CNCCC[Si](OCC)(OCC)OCC)(OC)OC